2-chloro-N-(1-methyl-1H-imidazol-4-yl)furo[3,2-d]pyrimidin-4-amine ClC=1N=C(C2=C(N1)C=CO2)NC=2N=CN(C2)C